2,2'-bis(3-hydroxypropyloxy)-1,1'-binaphthalene OCCCOC1=C(C2=CC=CC=C2C=C1)C1=C(C=CC2=CC=CC=C12)OCCCO